BrC1=CC=C(C=C1)NC(=O)NN1C(NC(C1=O)(C(C)C)CC(=O)NC(CO)CO)=O 2-[1-{[(4-bromophenyl)carbamoyl]amino}-2,5-dioxo-4-(prop-2-yl)imidazolidin-4-yl]-N-(1,3-dihydroxyprop-2-yl)acetamide